(S)-4-(1-(5-(4-fluorophenyl)-1-(4-(trifluoromethyl)benzyl)-1H-benzo[d][1,2,3]triazol-7-yl)ethyl)benzoic acid FC1=CC=C(C=C1)C1=CC2=C(N(N=N2)CC2=CC=C(C=C2)C(F)(F)F)C(=C1)[C@@H](C)C1=CC=C(C(=O)O)C=C1